[Cl-].C=[N+]1CCCCC1 methylenepiperidinium chloride